C1(CCC1)NC(C1=C(C=C(C(=C1)OC1=C(C=C(C=C1Cl)N1N=C(C(NC1=O)=O)C(F)(F)F)Cl)F)OC)=O N-cyclobutyl-5-(2,6-dichloro-4-(3,5-dioxo-6-(trifluoromethyl)-4,5-dihydro-1,2,4-triazine-2(3H)-yl)phenoxy)-4-fluoro-2-methoxybenzamide